bis((Z)-3-hexen-3-yl)phosphine CC/C(=C/CC)/P\C(\CC)=C/CC